ClC1=CC=2C(=C(N=NC2N[C@H](C)C=2C(=C(C#N)C=CC2)C)C)C=N1 (R)-3-(1-((7-chloro-4-methylpyrido[3,4-d]pyridazin-1-yl)amino)ethyl)-2-methylbenzonitrile